C(C)(C)(C)N(C([O-])=O)C1CC(CC1)NC1=C2C(N(C(C2=CC=C1)=O)C1C(NC(CC1)=O)=O)=O.FC1=C(C(=C(C(=C1[B-](C1=C(C(=C(C(=C1F)F)F)F)F)(C1=C(C(=C(C(=C1F)F)F)F)F)C1=C(C(=C(C(=C1F)F)F)F)F)F)F)F)F.C[N+]1=CC=CC=C1.C[N+]1=CC=CC=C1 methylpyridinium tetrakis(pentafluorophenyl)borate tert-butyl-(3-((2-(2,6-dioxopiperidin-3-yl)-1,3-dioxoisoindolin-4-yl)amino)cyclopentyl)carbamate